(1s,3s)-3-chlorocyclobutane ClC1CCC1